3-dimethylaminopropyl chloride HCl Cl.CN(CCCCl)C